COC(C1=C(C(=CC(=C1)C1=C(C=C2C=CC3(CCOCC3)C2=C1)F)N(C1CCOCC1)CC)C)=O (Ethyl-(tetrahydro-2H-pyran-4-yl)amino)-5-(5-fluoro-2',3',5',6'-tetrahydrospiro[inden-1,4'-pyran]-6-yl)-2-methylbenzoic acid methyl ester